B(C1=CC=CC=C1C(F)(F)F)(O)O (2-Trifluoromethyl)phenylboronic acid